C(C)(C)N1C(=NN=C1)C1=CC=CC(=N1)N1C(N(C=C1)C1=NC=C(C=C1)N1CCOCC1)=O 1-(6-(4-Isopropyl-4H-1,2,4-triazol-3-yl)pyridin-2-yl)-3-(5-morpholinopyridin-2-yl)-1H-imidazol-2(3H)-one